N1N=CC(=C1)C=1C=NC=NC1 5-(1H-pyrazol-4-yl)pyrimidin